C1CC12CN(C2)CCC=2C(=CC(N(C2)C(C(=O)[O-])CC(C)C)=O)C(F)(F)F 2-(5-(2-(5-azaspiro[2.3]hexan-5-yl)ethyl)-2-oxo-4-(trifluoromethyl)pyridin-1(2H)-yl)-4-methylpentanoate